FC=1C=C(CC=2C=C3C(=NNC3=CC2)NC(C2=C(C=C(C=C2)N2CCN(CC2)CC=2C=C3C(N(C(C3=CC2)=O)C2C(NC(CC2)=O)=O)=O)NC2CCOCC2)=O)C=C(C1)F N-(5-(3,5-difluorobenzyl)-1H-indazol-3-yl)-4-(4-((2-(2,6-dioxopiperidin-3-yl)-1,3-dioxoisoindoline-5-yl)methyl)piperazin-1-yl)-2-((tetrahydro-2H-pyran-4-yl)amino)benzamide